C1=C(C=CC=2SC3=CC=CC=C3NC12)C(=C)C=1C=C(C=CC1)O 3-(1-(10H-phenothiazin-2-yl)vinyl)phenol